2-(tert-butyl)-4-(cyclohexyloxy)-N-(4-(methylsulfonyl)but-3-en-2-yl)pyrimidine-5-carboxamide C(C)(C)(C)C1=NC=C(C(=N1)OC1CCCCC1)C(=O)NC(C)C=CS(=O)(=O)C